tetraferuloyl-CoA C(\C=C\C1=CC(OC)=C(O)C=C1)(=O)N(C(CCN(C([C@@H](C(COP(OP(OC[C@@H]1[C@H]([C@H]([C@@H](O1)N1C=NC=2C(N(C(\C=C\C3=CC(OC)=C(O)C=C3)=O)C(\C=C\C3=CC(OC)=C(O)C=C3)=O)=NC=NC12)O)OP(=O)(O)O)(=O)O)(=O)O)(C)C)O)=O)C(\C=C\C1=CC(OC)=C(O)C=C1)=O)=O)CCS